ClC=1C(=NC(=NC1)C1(CC(=C(C=C1)N(C)CCN(C)C)N)N)C1=CN(C2=C(C=CC=C12)OC)C 4-(5-chloro-4-(7-methoxy-1-methyl-1H-indol-3-yl)pyrimidin-2-yl)-N1-(2-(dimethylamino)ethyl)-N1-methylbenzene-1,2,4-triamine